N(=NOC(O)=O)OC(O)=O azodicarbonic acid